CC(C(=O)O)=CC(CCCCCCCCCC)C 2,4-dimethyl-2-tetradecenoic acid